4-bromo-1-(ortho-tolyl)-1H-pyrazole BrC=1C=NN(C1)C1=C(C=CC=C1)C